3,9-bis[1,1-dimethyl-2-[β-(3-t-butyl-4-hydroxy-5-methylphenyl)propionyloxy]ethyl]-2,4,8,10-tetraoxaspiro[5.5]-undecane CC(COC(CCC1=CC(=C(C(=C1)C)O)C(C)(C)C)=O)(C)C1OCC2(CO1)COC(OC2)C(COC(CCC2=CC(=C(C(=C2)C)O)C(C)(C)C)=O)(C)C